(S)-4-((5-bromo-6-chloropyridin-3-yl)methyl)-3-methylpiperazine-1-carboxylic acid tert-butyl ester C(C)(C)(C)OC(=O)N1C[C@@H](N(CC1)CC=1C=NC(=C(C1)Br)Cl)C